1-(6-(4-(3-chlorophenylamino)-5-fluoropyrimidin-2-ylamino)-2H-benzo[b][1,4]oxazin-4(3H)-yl)prop-2-en-1-one ClC=1C=C(C=CC1)NC1=NC(=NC=C1F)NC1=CC2=C(OCCN2C(C=C)=O)C=C1